C(C)(C)(C)C12CN(CC(CC1)N2)C=2C1=C(N=C(N2)OCC23CCCN3CCC2)C(=C(N=C1)C1=CC=CC2=CC=C(C=C12)F)F tert-butyl-3-(8-fluoro-7-(7-fluoronaphthalen-1-yl)-2-((hexahydro-1H-pyrrolizin-7a-yl)methoxy)pyrido[4,3-d]pyrimidin-4-yl)-3,8-diazabicyclo[3.2.1]octane